(4S,7R)-4-(3-hydroxyphenyl)-7-(2-methoxyphenyl)-2-methyl-5-oxo-1,4,5,6,7,8-hexahydroquinoline-3-carboxylic acid tetrahydro-2H-pyran-4-yl ester O1CCC(CC1)OC(=O)C1=C(NC=2C[C@H](CC(C2[C@@H]1C1=CC(=CC=C1)O)=O)C1=C(C=CC=C1)OC)C